2-(2S)-[4-[7-(6-fluoro-2,3-dihydro-1H-inden-4-yl)-2-(((R)-1-methylpyrrolidin-2-yl)methoxy)-5,6,7,8-tetrahydropyrido[3,4-d]pyrimidin-4-yl]-1-(2-fluoropropoyl)piperazin-2-yl]acetonitrile FC1=CC(=C2CCCC2=C1)N1CC=2N=C(N=C(C2CC1)N1C[C@@H](N(CC1)C(C(C)F)=O)CC#N)OC[C@@H]1N(CCC1)C